OC[C@H](C[C@H]1C(NCC1)=O)NC([C@H](CC(C)C)NC(=O)OC1CCN(C2=CC=CC=C12)C(=O)OC(C)(C)C)=O tert-butyl 4-((((S)-1-(((S)-1-hydroxy-3-((S)-2-oxopyrrolidin-3-yl)propan-2-yl)amino)-4-methyl-1-oxopentan-2-yl)carbamoyl)oxy)-3,4-dihydroquinoline-1(2H)-carboxylate